3-cis-dodecenoyl-CoA CCCCCCCC/C=C\CC(=O)SCCNC(=O)CCNC(=O)[C@@H](C(C)(C)COP(=O)(O)OP(=O)(O)OC[C@@H]1[C@H]([C@H]([C@@H](O1)N2C=NC3=C(N=CN=C32)N)O)OP(=O)(O)O)O